2-chloro-5,6-dibromoquinoline ClC1=NC2=CC=C(C(=C2C=C1)Br)Br